5-({[6-(Difluoromethyl)pyridin-2-yl]carbonyl}amino)-1H-indazole-6-carboxylic acid methyl ester COC(=O)C1=C(C=C2C=NNC2=C1)NC(=O)C1=NC(=CC=C1)C(F)F